C(C)OC1=NC=CC=C1C1=NC=2CNC[C@]3(C2C=C1)[C@@H](CN(CC3)C=3C(=NC(=CC3)OC)C(F)(F)F)CC |r| rac-(3S,4S)-2'-(2-ethoxypyridin-3-yl)-3-ethyl-1-(6-methoxy-2-(trifluoromethyl)pyridin-3-yl)-7',8'-dihydro-6'H-spiro[piperidine-4,5'-[1,7]naphthyridine]